C(C)(C)(C)OC(=O)N[C@H]1C[C@H](CCC1)C(=O)O (cis)-3-((tert-butoxycarbonyl)amino)cyclohexane-1-carboxylic acid